O1CCOC2=C1C=CC(=C2)/C=C/C(=O)C2=CC=C(C=C2)O (2E)-3-(2,3-Dihydro-1,4-benzodioxin-6-yl)-1-(4-hydroxyphenyl)prop-2-en-1-one